N-(methoxycarbonyl)-L-valyl-N-{(2S)-1-(1,3-benzothiazol-2-yl)-1-oxo-3-[(3S)-2-oxopyrrolidin-3-yl]propan-2-yl}-4,4-dimethyl-L-prolinamide COC(=O)N[C@@H](C(C)C)C(=O)N1[C@@H](CC(C1)(C)C)C(=O)N[C@H](C(=O)C=1SC2=C(N1)C=CC=C2)C[C@H]2C(NCC2)=O